C1=C(C=CC=2CCCCC12)CNC(=N)N 1-((5,6,7,8-tetrahydronaphthalen-2-yl)methyl)guanidine